ClC1=C(OC=2C=C3CCN(CC3=CC2)CC=2C=NC=CC2)C(=CC(=C1)[N+](=O)[O-])Cl 6-(2,6-Dichloro-4-nitrophenoxy)-2-(pyridin-3-ylmethyl)-3,4-dihydroisoquinoline